[N].C1(CC1)C(=O)C cyclopropylmethyl ketone nitrogen